ClC1=C(C(=O)N)C=CC(=C1)C1=CC(=CC=C1)COC=1C=C2CN(C(C2=CC1)=O)C1CCCC1 2-Chloro-4-{3-[(2-cyclopentyl-1-oxoisoindolin-5-yloxy)methyl]phenyl}benzamide